Allyl 5-((1R)-fluoro((3-(2-methoxyethoxy)phenoxy)(((S)-1-oxo-1-propoxypropan-2-yl)amino)phosphoryl)methyl)benzo[b]thiophene-2-carboxylate F[C@@H](C1=CC2=C(SC(=C2)C(=O)OCC=C)C=C1)P(=O)(N[C@H](C(OCCC)=O)C)OC1=CC(=CC=C1)OCCOC